N[C@@H](COC1=CC(=NC(=C1C(F)(F)F)C1=C(C=CC=C1C)C)NS(=O)(=O)C=1C=C(C(=O)O)C=CC1)CC(C)(C)C 3-[[4-[(2R)-2-amino-4,4-dimethyl-pentoxy]-6-(2,6-dimethylphenyl)-5-(trifluoromethyl)-2-pyridyl]sulfamoyl]benzoic acid